3-chloro-4-[(3,5-difluoropyridin-2-yl)methoxy]-2'-{7-hydroxy-5H,6H,7H-cyclopenta[b]pyridin-2-yl}-5',6-dimethyl-[1,4'-bipyridin]-2-one ClC=1C(N(C(=CC1OCC1=NC=C(C=C1F)F)C)C1=CC(=NC=C1C)C1=CC=C2C(=N1)C(CC2)O)=O